C(C)OB1OC(C2=NC(=CC=C21)NC2=NC=C(C(=N2)N[C@H](CO)C2=CC=CC=C2)C2=NC(=NO2)C)(C)C (S)-2-((2-((1-ethoxy-3,3-dimethyl-1,3-dihydro-[1,2]oxaborolo[4,3-b]pyridin-5-yl)amino)-5-(3-methyl-1,2,4-oxadiazol-5-yl)pyrimidin-4-yl)amino)-2-phenylethan-1-ol